C(O)C(C(=O)[O-])C(CC)CO α,β-dimethylolvalerate